tert-butyl 4-((6-(2-ethyl-6-((1-methyl-1H-benzo[d]imidazol-5-yl)amino)-3-oxo-2,3-dihydro-1H-pyrazolo[3,4-d]pyrimidin-1-yl)pyridin-2-yl)oxy)piperidine-1-carboxylate C(C)N1N(C2=NC(=NC=C2C1=O)NC1=CC2=C(N(C=N2)C)C=C1)C1=CC=CC(=N1)OC1CCN(CC1)C(=O)OC(C)(C)C